tetra-n-butyl-1,3-dilauroyloxydistannoxane C(CCC)[Sn](O[Sn](OC(CCCCCCCCCCC)=O)(CCCC)CCCC)(OC(CCCCCCCCCCC)=O)CCCC